C(C)(C)(C)C=1C=C(C=CC1)[C@H]1CC2(CC1)CCN(CC2)C(=O)C2CC(C2)(C)O |r| (rac)-(2-(3-(tert-Butyl)phenyl)-8-azaspiro[4.5]decan-8-yl)((1s,3s)-3-hydroxy-3-methylcyclobutyl)methanone